6-chloro-2,8-dicyclopropyl-imidazo[1,2-b]pyridazine ClC=1C=C(C=2N(N1)C=C(N2)C2CC2)C2CC2